BrC1=NN(C(=C1)C=C(C)C)C=1C=CC(=NC1)OC(F)(F)F 5-[3-bromo-5-(2-methylprop-1-en-1-yl)pyrazol-1-yl]-2-(trifluoromethoxy)pyridine